CC1=C(C=CC(=C1)C)C=1NC(=NC(N1)=C1C=CC(=CC1=O)OCCCCCC(C)C)C1=C(C=C(C=C1)C)C 6-[2,6-bis(2,4-dimethylphenyl)-1H-1,3,5-triazin-4-ylidene]-3-(6-methylheptyloxy)cyclohexan-2,4-dien-1-one